[C@H](C)(CC)N1C=C(C2=C1N=C(N=C2)Cl)N2[C@@H]([C@H](C2)CS(=O)(=O)C)C 7-((S)-sec-butyl)-2-chloro-5-((2R,3S)-2-methyl-3-((methylsulfonyl)methyl)azetidin-1-yl)-7H-pyrrolo[2,3-d]pyrimidine